FC1=C(C(=CC=C1)C)N1CCC(CC1)N1C(N(C2=CC=CC=C2C1=O)CC1=NC=CC=C1C(F)(F)F)=O 3-(1-(2-fluoro-6-methylphenyl)piperidin-4-yl)-1-((3-(trifluoromethyl)pyridin-2-yl)methyl)quinazoline-2,4(1H,3H)-dione